2-bromo-1,3-dimethoxybenzene tert-butyl-(3S)-3-[[4-(6-methylsulfonyl-1H-indol-3-yl)-5-(trifluoromethyl)pyrimidin-2-yl]amino]piperidine-1-carboxylate C(C)(C)(C)OC(=O)N1C[C@H](CCC1)NC1=NC=C(C(=N1)C1=CNC2=CC(=CC=C12)S(=O)(=O)C)C(F)(F)F.BrC1=C(C=CC=C1OC)OC